C(=O)(OC(C)(C)C)N[C@@H](CS)C(=O)O boc-L-cysteine